ClC=1C(=C(C=NC1C#N)C1=CC=NC=C1)C 5-chloro-4-methyl-[3,4'-bipyridine]-6-carbonitrile